(5S)-9,9-dimethyl-8-oxo-2-[6-(trifluoromethyl)pyridine-2-carbonyl]-2-azaspiro[4.5]dec-6-ene-7-carbonitrile CC1(C(C(=C[C@@]2(CCN(C2)C(=O)C2=NC(=CC=C2)C(F)(F)F)C1)C#N)=O)C